1-(5-(2-hydroxypropan-2-yl)pyridin-3-yl)-3-(4-methoxybenzyl)dihydropyrimidine-2,4(1H,3H)-dione OC(C)(C)C=1C=C(C=NC1)N1C(N(C(CC1)=O)CC1=CC=C(C=C1)OC)=O